benzyl (R)-2-(((benzyloxy)carbonyl)amino)-3-(7-(hydroxymethyl)thieno[3,2-b]pyridine-2-carboxamido)propanoate C(C1=CC=CC=C1)OC(=O)N[C@@H](C(=O)OCC1=CC=CC=C1)CNC(=O)C1=CC2=NC=CC(=C2S1)CO